C1CC(C1)(C2=CC=C(C=C2)C3=C(C=C4C(=N3)C=CN5C4=NNC5=O)C6=CC=CC=C6)N The molecule is an organic heterotricyclic compound that is [1,2,4]triazolo[3,4-f][1,6]naphthyridin-3(2H)-one substituted at positions 8 and 9 respectively by 4-(1-aminocyclobutyl)phenyl and phenyl groups. It has a role as an EC 2.7.1.137 (phosphatidylinositol 3-kinase) inhibitor. It derives from a 1,6-naphthyridine.